4-(2-hydroxypropan-2-yl)-N-((5-(1-methyl-1H-pyrrolo[2,3-b]pyridin-4-yl)-2,3-dihydro-1H-inden-4-yl)carbamoyl)thiophene-2-sulfonamide OC(C)(C)C=1C=C(SC1)S(=O)(=O)NC(NC1=C2CCCC2=CC=C1C1=C2C(=NC=C1)N(C=C2)C)=O